FC=C(C(F)(F)F)F 1,2,3,3,3-pentafluoropropene